O[C@@H]1CC2=CC(CC[C@@]2([C@H]2C[C@@H]([C@@]3([C@H](CC[C@H]3[C@H]12)[C@@H](CCC(=O)O)C)C)O)C)=O (4R)-4-[(1S,2R,9R,10R,11S,14R,15R,16S)-9,16-dihydroxy-2,15-dimethyl-5-oxotetracyclo[8.7.0.02,7.011,15]heptadec-6-en-14-yl]pentanoic acid